6-(6-chloro-2-ethyl-3-pyridinyl)-2,8-dimethyl-imidazo[1,2-a]pyridine ClC1=CC=C(C(=N1)CC)C=1C=C(C=2N(C1)C=C(N2)C)C